benzo(d)oxazole O1C=NC2=C1C=CC=C2